N=1C=C(N2N=CC=CC21)C#CC=2C=C(C(=O)NC1=CC(=C(C=C1)CNCCC1=NC=NC=C1)C(F)(F)F)C=CC2C 3-(imidazo[1,2-b]pyridazin-3-ylethynyl)-4-methyl-N-(4-(((2-(pyrimidin-4-yl)ethyl)amino)methyl)-3-(trifluoromethyl)phenyl)benzamide